OC1=C2C(C=C(OC2=C(C(=C1OC)OC)OC)C1=CC(=C(C=C1)OC)OC)=O 5-hydroxy-3',4',6,7,8-pentamethoxyl-flavone